8-(2,5-diazabicyclo[2.2.1]heptan-2-yl)-3-(5-(difluoromethyl)-1,3,4-thiadiazol-2-yl)-N-(1-methylcyclopropyl)imidazo[1,5-a]pyridine-6-sulfonamide formate C(=O)O.C12N(CC(NC1)C2)C=2C=1N(C=C(C2)S(=O)(=O)NC2(CC2)C)C(=NC1)C=1SC(=NN1)C(F)F